C(=O)O.C(C)N(CCCNC(=O)C1=CC2=C(N3C(S2)=NC(=C3)C3=CC=C(C=C3)N3CCOCC3)C=C1)CC.C(C)N(CC)CCCNC(=O)C1=CC3=C(N2C(S3)=NC(=C2)C2=CC=C(C=C2)N2CCOCC2)C=C1 N-(3-(diethylamino)propyl)-2-(4-morpholinophenyl)benzo[d]imidazo[2,1-b]thiazole-7-carboxamide hemi-formate